B(CCC)(O)O n-propylboronic acid